NC1=C(C(=O)NC2=C(C=CC(=C2)Br)OC)C=CC(=N1)COC 2-amino-N-(5-bromo-2-methoxyphenyl)-6-(methoxymethyl)nicotinamide